O=C1N(CCC(N1)=O)N1C(C2=CC=C(C=C2C1=O)CN1CCC(CC1)N1C2=C(OCC1)C=C(C=C2)F)=O 2-(2,4-dioxotetrahydropyrimidin-1(2H)-yl)-5-((4-(7-fluoro-2,3-dihydro-4H-benzo[b][1,4]oxazin-4-yl)piperidin-1-yl)methyl)isoindoline-1,3-dione